4-((4-Cyclopropyl-2-(N-methylmethanesulfonamido)phenyl)amino)-6-((6-fluoropyridin-2-yl)amino)-N-methoxy-2-Methylnicotinamide C1(CC1)C1=CC(=C(C=C1)NC1=CC(=NC(=C1C(=O)NOC)C)NC1=NC(=CC=C1)F)N(S(=O)(=O)C)C